C1(CC1)C1=NNC2=CN=C(C(=C21)C2=CC(=C(C=C2)S(=O)(=O)C(F)F)C)C#N 3-cyclopropyl-4-[4-(difluoromethyl-sulfonyl)-3-methyl-phenyl]-1H-pyrazolo[3,4-c]pyridine-5-carbonitrile